NC1(CCC1)COCC1=CC(=C2CN(C(C2=C1)=O)C1=NC(=CC(=C1)C1=C(C=C(C=C1)F)C1=NN=CN1C)C1CC1)C(F)(F)F 6-{[(1-Aminocyclobutyl)methoxy]methyl}-2-{6-cyclopropyl-4-[4-fluoro-2-(4-methyl-1,2,4-triazol-3-yl)phenyl]pyridin-2-yl}-4-(trifluoromethyl)-3H-isoindol-1-one